C1=2C=CC=CC2C(C1)=C(C(NC1=CC=C2C(=C1)NC(C21CCOCC1)=O)=O)NC(=O)C=1N(N=CC1)C N-{1-(7-Bicyclo[4.2.0]octa-1(6),2,4-trienylidene)-2-oxo-2-[(2-oxospiro[1H-indole-3,4'-oxane]-6-yl)amino]ethyl}-2-methylpyrazole-3-carboxamide